2,6,6,9-tetramethyl-3-(methylamino)-6H-benzo[c]chromen-8-ol CC=1C=C2C3=C(C(OC2=CC1NC)(C)C)C=C(C(=C3)C)O